C1(CCCC1)NC1=NN2C(N(C3=C(C2=O)SC(=N3)C(C)C)CC(=O)NC3=NC=C(C=C3)F)=C1 2-(6-(cyclopentylamino)-2-isopropyl-9-oxopyrazolo[1,5-a]thiazolo[4,5-d]pyrimidin-4(9H)-yl)-N-(5-fluoropyridin-2-yl)acetamide